2-chloro-N-(5-chloro-6-(2H-1,2,3-triazol-2-yl)pyridin-3-yl)-5-fluoro-4-(1-methyl-6-oxo-1,6-dihydropyridin-3-yl)benzamide ClC1=C(C(=O)NC=2C=NC(=C(C2)Cl)N2N=CC=N2)C=C(C(=C1)C1=CN(C(C=C1)=O)C)F